C(#N)C1=CC=C(C=C1)C1CCN(CC1)C(=O)OC(C)(C)C tert-Butyl 4-(4-cyanophenyl)piperidine-1-carboxylate